CC=1C=C(C=CC1)SC1=CNC2=CC=CC=C12 3-((3-methylphenyl)thio)indole